BrC=1C=C2C(=C(C(N(C2=CC1OC)C)=O)C#N)N1CCC(CC1)C1=NC(=NO1)C1=C(C=CC=C1)C 6-Bromo-7-methoxy-1-methyl-4-{4-[3-(2-methylphenyl)-1,2,4-oxadiazol-5-yl]piperidin-1-yl}-2-oxo-1,2-dihydroquinoline-3-carbonitrile